4-[(3S)-3-(5-bromo-2-chloro-phenyl)-1,4-oxazepan-4-yl]-6-methyl-pyrimidin-2-amine BrC=1C=CC(=C(C1)[C@H]1COCCCN1C1=NC(=NC(=C1)C)N)Cl